8-(4-isobutylphenyl)-6-fluoro-3,4-dihydrobenzo[e][1,2,3]oxathiazine 2,2-dioxide C(C(C)C)C1=CC=C(C=C1)C1=CC(=CC=2CNS(OC21)(=O)=O)F